C(#N)C1=CC=C(C=C1)C(N1C(NC(CC1=O)(C)C)=[NH2+])[C@H]1[C@@H](C1)C(N[C@@H]1CC(OC2=CC=CC=C12)(C)C)=O [1-[(4-cyanophenyl)-[(1R,2R)-2-[[(4R)-2,2-dimethylchroman-4-yl]carbamoyl]cyclopropyl]methyl]-4,4-dimethyl-6-oxo-hexahydropyrimidin-2-ylidene]ammonium